C(C)C=1OC(=CC1N(C(=O)N)S(N(C=1C=NN(C1)C(C)C)[C@@H]1CN(CCC1)C)(=O)=O)CC (2,5-diethylfuran-3-yl)-1-{[(3S)-1-methylpiperidin-3-yl][1-(propan-2-yl)-1H-pyrazol-4-yl]sulfamoyl}urea